ethyl 5-fluoro-2-(4,4,5,5-tetramethyl-1,3,2-dioxaborolan-2-yl)benzoate FC=1C=CC(=C(C(=O)OCC)C1)B1OC(C(O1)(C)C)(C)C